ClCC1=C2C=CN(C2=C(C=C1C1CC1)C)S(=O)(=O)C1=CC=C(C)C=C1 4-(chloromethyl)-5-cyclopropyl-7-methyl-1-tosyl-1H-indole